C(N)(=O)C=1C=C(C=CC1)C(C1=CC=C(C(=O)N(C)C)C=C1)=C1CCN(CC1)CC1=CN=CS1 4-[(3-carbamoylphenyl)[1-(1,3-thiazol-5-ylmethyl)piperidin-4-ylidene]methyl]-N,N-dimethylbenzamide